C(C)(=O)C1CCN(CC1)CC(=O)O (4-ACETYL-PIPERIDIN-1-YL)-ACETIC ACID